2-(4-(2,4-difluorophenoxy)piperidin-1-yl)-3-(1-ethyl-1H-pyrazol-4-yl)-7,8-dihydropyrido[3,4-b]pyrazine-6(5H)-sulfonamide FC1=C(OC2CCN(CC2)C=2N=C3C(=NC2C=2C=NN(C2)CC)CN(CC3)S(=O)(=O)N)C=CC(=C1)F